2,7-diamino-9,9-bis(octyl)-9H-fluorene NC1=CC=2C(C3=CC(=CC=C3C2C=C1)N)(CCCCCCCC)CCCCCCCC